5-(4-(piperazine-1-carbonyl)phenyl)-N-(2-isopropylphenyl)nicotinamide Ethyl-2-(3-(3-(benzyloxy)propyl)isoxazol-5-yl)-3-methylbutanoate C(C)OC(C(C(C)C)C1=CC(=NO1)CCCOCC1=CC=CC=C1)=O.N1(CCNCC1)C(=O)C1=CC=C(C=C1)C=1C=NC=C(C(=O)NC2=C(C=CC=C2)C(C)C)C1